N-(6-(5-(6-Ethoxy-1H-pyrazolo[3',4':3,4]pyrazolo[1,5-a]pyridin-4-yl)pyridine-2-yl)-2,6-diazaspiro[3.4]octan-2-yl)-2-chloro-6-fluorobenzamide C(C)OC=1C=C(C=2N(C1)N=C1C2C=NN1)C=1C=CC(=NC1)N1CC2(CN(C2)NC(C2=C(C=CC=C2F)Cl)=O)CC1